COC(=O)C1CC2C(N(C1C1=CC=C(C=C1)CN1C(COCC1)(C)C)C(C1=C(C=CC=C1C)F)=O)COC2 methyl-2-[4-[(3,3-dimethylmorpholin-4-yl) methyl] phenyl]-1-(2-fluoro-6-methyl-benzoyl)-3,4,4a,5,7,7a-hexahydro-2H-furo[3,4-b]pyridine-3-carboxylate